3-(di-cyclohexylphosphino)propane-1-sulfonic acid C1(CCCCC1)P(CCCS(=O)(=O)O)C1CCCCC1